CC1C=C(CCC1)C1=NC=CC=C1 2-(3-methyl-1-cyclohexenyl)pyridine